C(C)C=1C=C(C=CC1OC1=C2C(=NC=C1)NC=C2)N2C(N(CC2)C2=CC(=CC=C2)C(F)(F)F)=O 1-[3-ethyl-4-(1H-pyrrolo[2,3-b]pyridin-4-yloxy)phenyl]-3-[3-(trifluoromethyl)phenyl]-2-imidazolidinone